Cl.FC1(CNC1)F 3,3-difluoroazetidine HCl salt